ClC=1C=C(C=C2C=NN(C12)CCN(C)C)NC1=NC=C(C(=N1)C1=CN(C2=CC=CC=C12)C)C(F)(F)F 7-chloro-1-(2-(dimethylamino)ethyl)-N-(4-(1-methyl-1H-indol-3-yl)-5-(trifluoromethyl)pyrimidin-2-yl)-1H-indazole-5-amine